3-(4-oxo-6-(trifluoromethoxy)benzo[d][1,2,3]triazin-3(4H)-yl)piperidin-2,6-dione O=C1C2=C(N=NN1C1C(NC(CC1)=O)=O)C=CC(=C2)OC(F)(F)F